N-((1S)-(4,4-difluorocyclohexyl)(3-morpholino-2-(((5S)-2-oxo-5-(trifluoromethyl)piperidin-3-yl)methyl)imidazo[1,2-b][1,2,4]triazin-6-yl)methyl)-1-ethyl-1H-pyrazole-5-carboxamide FC1(CCC(CC1)[C@H](NC(=O)C1=CC=NN1CC)C=1N=C2N(N=C(C(=N2)N2CCOCC2)CC2C(NC[C@H](C2)C(F)(F)F)=O)C1)F